ClC=1C(=CC2=C(N=C3C(NC(N=C3N2CCC=2C=NC=CC2)=O)=O)C1)CC 7-chloro-8-ethyl-10-(2-(pyridin-3-yl)ethyl)benzo[g]pteridine-2,4(3H,10H)-dione